1-(2-(5-((3-methyloxetan-3-yl)methoxy)-1H-benzo[d]imidazol-1-yl)quinolin-8-yl)azetidin-3-amine CC1(COC1)COC1=CC2=C(N(C=N2)C2=NC3=C(C=CC=C3C=C2)N2CC(C2)N)C=C1